[2-[4-(trifluoromethoxy)phenyl]sulfonyl-2,6-diazaspiro[3.3]heptan-6-yl]methanone FC(OC1=CC=C(C=C1)S(=O)(=O)N1CC2(C1)CN(C2)C=O)(F)F